OC1CCC(CC1)N1N=C(C=2C=NC=CC21)C2=CC=C(CNC(C1=C(C=CC=C1)OC)=O)C=C2 N-{4-[1-(4-Hydroxy-cyclohexyl)-1H-pyrazolo[4,3-c]pyridin-3-yl]-benzyl}-2-methoxy-benzamide